COC=1C=C(C=CC1)C1=CC=C2C(C(COC2=C1)(C)C)NC(O[C@@H]1CN2CCC1CC2)=O (S)-quinuclidin-3-yl (7-(3-methoxyphenyl)-3,3-dimethylchroman-4-yl)carbamate